(3S,4S)-3-methyl-2-oxa-8-azaspiro[4.5]decan-4-ylcarbamic acid tert-butyl ester C(C)(C)(C)OC(N[C@@H]1[C@@H](OCC12CCNCC2)C)=O